NC1=C(C=2C(=NC=C(C2S1)F)C=1C2=C(C=3C=NC(=NC3C1F)N1CC(C(C1)O)N(CC)CC)COC2)C#N 2-Amino-4-(3-(3-(diethylamino)-4-hydroxypyrrolidin-1-yl)-5-fluoro-7,9-dihydrofuro[3,4-f]quinazolin-6-yl)-7-fluorothieno[3,2-c]pyridine-3-carbonitrile